CC1=CC=C2C(=N1)N=C(O2)N2CCNCC2 5-methyl-2-piperazin-1-yl-oxazolo[4,5-b]pyridine